C(#N)C1=CC=C(C[N+]2=C3N(C(C(=C2)C2SCCCS2)=O)C=CC=C3)C=C1 1-(4-cyanobenzyl)-3-(1,3-dithian-2-yl)-4-oxo-4H-pyrido[1,2-a]pyrimidinium